CC1=NOC(=C1C=1C=C2C(=NC(=NC2=CC1)N1CCN(CC1)S(=O)(=O)C)N1[C@H](COCC1)C1=CC=CC=C1)C (S)-4-(6-(3,5-dimethylisoxazol-4-yl)-2-(4-(methylsulfonyl)piperazine-1-Yl)quinazolin-4-yl)-3-phenylmorpholine